2,3-dibromopropionyl bromide BrC(C(=O)Br)CBr